4-(2,4,6-trimethoxyphenethyl)benzene-1,3-diol COC1=C(CCC2=C(C=C(C=C2)O)O)C(=CC(=C1)OC)OC